4-tert-amylphenol C(C)(C)(CC)C1=CC=C(C=C1)O